C(C)(C)(C)OC(=O)N1CCN(CC1)C1=NC=C(C(=N1)OCC)C(=O)O 2-(4-(tert-butoxycarbonyl)piperazin-1-yl)-4-ethoxypyrimidine-5-carboxylic acid